3-{[1-(4-chloro-3-fluorophenyl)-1H-1,2,4-triazol-5-yl]methyl}-1-ethyl-1-{[1-(6-methoxypyridin-3-yl)-1H-1,2,4-triazol-5-yl]methyl}urea ClC1=C(C=C(C=C1)N1N=CN=C1CNC(N(CC1=NC=NN1C=1C=NC(=CC1)OC)CC)=O)F